(2-fluoro-4-((3-(7-(((Z)-3-fluoro-1-methylpiperidin-4-yl)amino)-3-(2,2,2-trifluoroethyl)benzo[b]thiophen-2-yl)prop-2-yn-1-yl)amino)-5-methoxyphenyl)dimethylphosphine oxide FC1=C(C=C(C(=C1)NCC#CC1=C(C2=C(S1)C(=CC=C2)NC2C(CN(CC2)C)F)CC(F)(F)F)OC)P(C)(C)=O